CC1=CC=CC(=N1)C1=NC=CC(=N1)NC1=NC(=NC=C1)NC1=CC=C(C=C1)N1C[C@@H](N[C@@H](C1)C)C |r| N4-[2-(6-methyl-2-pyridyl)pyrimidin-4-yl]-N2-[4-[rac-(3S,5R)-3,5-dimethylpiperazin-1-yl]phenyl]pyrimidine-2,4-diamine